C(CCCC)ON1C(C2=CC=CC=C2C1=O)=O 2-(pentoxy)isoindole-1,3-dione